(E)-4-(4-(4-(7-(diethylamino)-2-oxo-2H-chromene-3-carbonyl)piperazin-1-yl)styryl)-1-methylpyridine C(C)N(C1=CC=C2C=C(C(OC2=C1)=O)C(=O)N1CCN(CC1)C1=CC=C(/C=C/C2=CCN(C=C2)C)C=C1)CC